(E)-methyl 5-(chloro (hydroxyimino) methyl)-2-methoxybenzoate Cl/C(/C=1C=CC(=C(C(=O)OC)C1)OC)=N/O